4-(5-bromopyridin-2-yl)oxazole-5-carboxylic acid methyl ester COC(=O)C1=C(N=CO1)C1=NC=C(C=C1)Br